ClC1=C(C=2N=C(N=C3C2C(=N1)OCCN3C(C)C=3C(=NC=C(C3)F)N(CC3=CC=C(C=C3)OC)CC3=CC=C(C=C3)OC)SC)F 3-(1-(5-chloro-4-fluoro-2-(methylthio)-8,9-dihydro-10H-7-oxa-1,3,6,10-tetraazacyclohepta[de]naphthalen-10-yl)ethyl)-5-fluoro-N,N-bis(4-methoxybenzyl)pyridin-2-amine